rac-(S,Z)-6-fluoro-N-(2-(1-hydroxycyclooct-4-en-1-yl)ethyl)-N,4-dimethylnicotinamide FC1=NC=C(C(=O)N(C)CC[C@]2(CC\C=C/CCC2)O)C(=C1)C |r|